[Na+].[Na+].C1(=CC=CC=C1)NC(=O)NC=1C=CC(=C(C1)S(=O)(=O)[O-])\C=C\C1C(C=C(C=C1)NC(NC1=CC=CC=C1)=O)=S(=O)=O.C1(=CC=CC=C1)NC(=O)NC=1C=CC(=C(C1)S(=O)(=O)[O-])\C=C\C1C(C=C(C=C1)NC(NC1=CC=CC=C1)=O)=S(=O)=O 5-(phenylcarbamoylamino)-2-[(E)-2-[4-(phenylcarbamoylamino)-2-sulfonylphenyl]vinyl]benzenesulfonic acid disodium salt